ClC=1N=C(C2=C(N1)CN(C2)C(=O)OC(C)(C)C)OC2=NC=1C=CC3=C(C1N=C2)C2=C(S3)C(N[C@@H](CN2)C)=O tert-butyl (R)-2-chloro-4-((10-methyl-8-oxo-9,10,11,12-tetrahydro-8H-[1,4]diazepino[5',6':4,5]thieno[3,2-f]quinoxalin-3-yl)oxy)-5,7-dihydro-6H-pyrrolo[3,4-d]pyrimidine-6-carboxylate